C[Si](O)(C=1C=C(C=CC1)C)C dimethyl-(m-tolyl)silanol